C1(CCC1)C1=CC(=C(C=C1C)N1C(C=CC2=CC(=CC=C12)S(=O)(=O)NC1=NC=CC=N1)=O)OC (P)-1-(4-CYCLOBUTYL-2-METHOXY-5-METHYLPHENYL)-2-OXO-N-(PYRIMIDIN-2-YL)-1,2-DIHYDROQUINOLINE-6-SULFONAMIDE